FC=1C=C(C(=O)N2C=C(C=3NC4=NC=CC=C4C3C(C2)(C)C)C(=O)OCC)C=CC1F eth-2-yl 12-(3,4-difluorobenzoyl)-14,14-dimethyl-6,8,12-triazatricyclo[7.5.0.02,7]tetradeca-1(9),2,4,6,10-pentaene-10-carboxylate